methyl (2S)-2-(tert-butoxycarbonylamino)-3-pyrrolidin-1-yl-propanoate C(C)(C)(C)OC(=O)N[C@H](C(=O)OC)CN1CCCC1